dichlorodi-tert-butyl-(4-dimethylaminophenyl)phosphonium palladium(II) [Pd+2].ClC(C(C)(C)[PH+](C1=CC=C(C=C1)N(C)C)C(C)(C)C)Cl